OC1=C(C(N(C=2C=CC(=NC12)C#N)C)=O)[N+](=O)[O-] 8-Hydroxy-5-methyl-7-nitro-6-oxo-5,6-dihydro-1,5-naphthyridine-2-carbonitrile